N-(2-(4-(4-cyclopropylpiperazin-1-yl)piperidin-1-yl)-5-((6-(3-(4-fluoro-3-((3-fluorobenzyl)oxy)phenyl)isoxazolidin-2-yl)pyrimidin-4-yl)amino)-4-methoxyphenyl)acrylamide C1(CC1)N1CCN(CC1)C1CCN(CC1)C1=C(C=C(C(=C1)OC)NC1=NC=NC(=C1)N1OCCC1C1=CC(=C(C=C1)F)OCC1=CC(=CC=C1)F)NC(C=C)=O